[4-(1-methylpyrazol-4-yl)-1-[4-(trifluoromethoxy)phenyl]pyrazolo[3,4-b]pyridin-3-yl]methylamine CN1N=CC(=C1)C1=C2C(=NC=C1)N(N=C2CN)C2=CC=C(C=C2)OC(F)(F)F